4-Bromo-7-methoxy-1-(p-toluenesulfonyl)pyrrolo[2,3-c]pyridine BrC1=C2C(=C(N=C1)OC)N(C=C2)S(=O)(=O)C2=CC=C(C)C=C2